COC1=CC(=CC=2CC(OC21)(C)C)C2(C(=NN(C2C(=O)N)C)CC)Cl 4-(7-methoxy-2,2-dimethyl-2,3-dihydrobenzofuran-5-yl)-1-methyl-3-ethyl-4-chloro-5-pyrazolecarboxamide